ClC=1C=C(C=CC1F)NC(N(CC)C1COCC=2NC(C=3C=C(C=CC3C21)C#N)=O)=O 3-(3-chloro-4-fluorophenyl)-1-(8-cyano-6-oxo-1,4,5,6-tetrahydro-2H-pyrano[3,4-c]isoquinolin-1-yl)-1-ethylurea